OCC(CNC1=NC=C(C(=N1)C1=CNC2=C(C=CC=C12)P(C)(C)=O)C(F)(F)F)C (3-(2-((3-hydroxy-2-methylpropyl)amino)-5-(trifluoromethyl)pyrimidin-4-yl)-1H-indol-7-yl)dimethylphosphine oxide